CNCCC=1SC=CC1 N-methyl-2-(thien-2-yl)ethan-1-amine